BrC=1C=CC(=C(C1)C1=C(C=CC=C1)Cl)S(=O)(=O)N1CCC(CC1)(C(=O)N[C@H](C)\C=C\S(=O)(=O)C)F (R,E)-1-((5-bromo-2'-chloro-[1,1'-biphenyl]-2-yl)sulfonyl)-4-fluoro-N-(4-(methylsulfonyl)but-3-en-2-yl)piperidine-4-carboxamide